2-((4-Amino-3-(3-hydroxyphenyl)-1H-pyrazolo[3,4-d]pyrimidin-1-yl)methyl)-3-(2-chlorobenzyl)-5-(6-(4-morpholinopiperidin-1-yl)-6-oxohex-1-yn-1-yl)quinazolin-4(3H)-one NC1=C2C(=NC=N1)N(N=C2C2=CC(=CC=C2)O)CC2=NC1=CC=CC(=C1C(N2CC2=C(C=CC=C2)Cl)=O)C#CCCCC(=O)N2CCC(CC2)N2CCOCC2